6-bromo-4-(isopropylamino)pyrrolo[1,2-b]pyridazine-3-carboxamide BrC=1C=C2N(N=CC(=C2NC(C)C)C(=O)N)C1